(3,3-dimethylbut-2-yl)(methyl)amine CC(C(C)NC)(C)C